C(CC([2H])([2H])[2H])(=O)C=1C(=CC(=NC1)NC(=O)C1CC1)NC1=C2N([C@H](C=3N(C2=CC=C1)N=C(N3)C)C)C (S)-N-(5-(propanoyl-3,3,3-d3)-4-((2,4,5-trimethyl-4,5-dihydro-[1,2,4]triazolo[1,5-a]quinoxalin-6-yl)amino)pyridin-2-yl)cyclopropanecarboxamide